ClC1=CC=C(C=C1)N1C(N(C(C1=O)CCC(=O)NC1=CC=C(C(=O)NO)C=C1)CC1=CC=C(C=C1)C)=O 4-(3-(1-(4-chlorophenyl)-3-(4-methylbenzyl)-2,5-dioxoimidazolin-4-yl)propanamido)-N-hydroxybenzamide